2-(6-(decyl(5-hydroxypentyl)amino)hexyl)-2-methylmalonate C(CCCCCCCCC)N(CCCCCCC(C(=O)[O-])(C(=O)[O-])C)CCCCCO